n-Butyl-8-amino-1,4-dioxaspiro[4.5]decane-8-carboxylate C(CCC)OC(=O)C1(CCC2(OCCO2)CC1)N